COC(=O)C1C(C[C@@]2(C(=C(C3=CC=CC=C23)C)F)CC1)=O (1S)-2'-fluoro-3'-methyl-3-oxospiro[cyclohexane-1,1'-indene]-4-carboxylic acid methyl ester